FC=1C(=NC=C(C1)N1C(CCCC1)C1=C(C=C(C=C1)F)C)C(=O)N[C@H](C)\C=C\S(=O)(=O)C 3-fluoro-5-(2-(4-fluoro-2-methylphenyl)piperidin-1-yl)-N-((R,E)-4-(methylsulfonyl)but-3-en-2-yl)picolinamide